5-(2,5-dimethyl-1,2,3,4-tetrahydroisoquinolin-7-yl)-3-((5-methoxy-1H-pyrrolo[2,3-b]pyridin-4-yl)methoxy)pyrazin-2-amine CN1CC2=CC(=CC(=C2CC1)C)C=1N=C(C(=NC1)N)OCC1=C2C(=NC=C1OC)NC=C2